[5-(4-chloro-2-fluoro-phenyl)-3-ethyl-triazol-4-yl]Methanol ClC1=CC(=C(C=C1)C1=C(N(N=N1)CC)CO)F